tert-Butyl (2S,4R)-4-fluoro-2-((2-(trifluoromethoxy)ethyl)carbamoyl)pyrrolidine-1-carboxylate F[C@@H]1C[C@H](N(C1)C(=O)OC(C)(C)C)C(NCCOC(F)(F)F)=O